CCN=C=O C2-Ethyl isocyanate